(R)-1-(tert-butyl)-3-(4-(3-chlorobenzyl)-2-methyl-3-oxo-3,4-dihydro-2H-benzo[b][1,4]oxazin-7-yl)urea C(C)(C)(C)NC(=O)NC=1C=CC2=C(O[C@@H](C(N2CC2=CC(=CC=C2)Cl)=O)C)C1